CN(/C=C/C(=O)C1=C2C(=NC=C1OCC1(CN(C1)C(=O)OC(C)(C)C)C)CCO2)C tert-butyl (E)-3-[({7-[3-(dimethylamino) acryloyl]-2,3-dihydrofuro[3,2-b]pyridin-6-yl} oxy) methyl]-3-methylazetidine-1-carboxylate